2-Piperazinone N1C(CNCC1)=O